(4aR,9aS)-6-nitro-4,4a,9,9A-tetrahydroindeno[2,1-B][1,4]oxazin [N+](=O)([O-])C=1C=CC=2C[C@@H]3OC=CN[C@@H]3C2C1